OC1=C(C=C(C=C1C(C)(C)C)C)N1N=C2C(=N1)C=CC(=C2)Cl 2-(2-hydroxy-3-t-butyl-5-methylphenyl)-5-chloro-2H-benzotriazole